NCCOC1=C(C=CC(=C1)C)C=1OC2=C(C=CC=C2C(C1)=O)Cl 2-[2-(2-aminoethoxy)-4-methyl-phenyl]-8-chloro-chromen-4-one